S1C(=NC2=C1C=CC=C2)NC(=O)C=2C=CC=C1CCN=CC21 8-[(1,3-benzothiazol-2-yl)carbamoyl]3,4-Dihydroisoquinolin